N-hydroxy{[2-(morpholin-4-yl)-8-(trifluoromethyl)pyrazolo[1,5-a][1,3,5]triazin-4-yl]amino}acetamidine ONC(CNC1=NC(=NC=2N1N=CC2C(F)(F)F)N2CCOCC2)=N